4-[3-[2,6-Dichloro-4-[4-(2-hydroxy-2-methylpropyl)piperazin-1-yl]benzoyl]-2,4-dihydro-1,3-benzoxazin-8-yl]-2-morpholin-4-ylbenzoic acid ClC1=C(C(=O)N2COC3=C(C2)C=CC=C3C3=CC(=C(C(=O)O)C=C3)N3CCOCC3)C(=CC(=C1)N1CCN(CC1)CC(C)(C)O)Cl